CC1=CC=2C(=NNN2)C=C1 5-methyl-2H-benzo[d][1,2,3]triazole